(R)-3-(3-fluoro-4-methylphenyl)-N-(5-methoxy-2-(N-methylsulfamoyl)phenyl)-3-(1,2,4-thiadiazol-5-yl)pyrrolidine-1-carboxamide FC=1C=C(C=CC1C)[C@]1(CN(CC1)C(=O)NC1=C(C=CC(=C1)OC)S(NC)(=O)=O)C1=NC=NS1